C(C)(=O)C1=CC(=C(COC2=CC=CC(=N2)C2CCN(CC2)CC2=NC3=C(N2C[C@H]2OCC2)C=C(C=C3)C(=O)OC)C=C1)OC methyl (S)-2-((4-(6-((4-acetyl-2-methoxybenzyl) oxy)pyridin-2-yl)piperidin-1-yl)methyl)-1-(oxetan-2-ylmethyl)-1H-benzo[d]imidazole-6-carboxylate